copper (1+) bromide [Cu]Br